ClC1=CC(=C(C(=C1)C)C1=CC(=C(C(=C1)C)F)CCC(=O)[O-])O 3-{4'-chloro-4-fluoro-2'-hydroxy-5,6'-dimethyl-[1,1'-biphenyl]-3-yl}propanoate